CN(C=1C=C(OCC(=O)NC2CCC(CC2)NC2=CC(=NC3=CC=C(C=C23)Cl)C(F)(F)F)C=CC1)C 2-[3-(dimethylamino)phenoxy]-N-[(1s,4s)-4-{[6-chloro-2-(trifluoromethyl)quinolin-4-yl]amino}cyclohexyl]acetamide